NC=1C=C(C=C(C1)C(=O)OC)B(O)O (3-amino-5-(methoxycarbonyl)phenyl)boronic acid